ClC1=CC=C(C(=N1)CN(C)C)N1CCC(CC1)COCCCCC(OC)OC {[6-chloro-3-(4-{[(5,5-dimethoxypentyl)oxy]methyl}piperidin-1-yl)pyridin-2-yl]methyl}dimethylamine